C1(CC1)C1=NC=NC(=C1C1=NN2C(C(=N1)NCC1=C(C=C(C=C1)C=1N(C=C(N1)C(F)(F)F)C(C)C)F)=NC=C2)OC 2-(4-cyclopropyl-6-methoxypyrimidin-5-yl)-N-(2-fluoro-4-(1-isopropyl-4-(trifluoromethyl)-1H-imidazol-2-yl)benzyl)imidazo[2,1-f][1,2,4]triazin-4-amine